FC1=CC=C(C=C1)N1N=CC2=C1C=C1CCN(C[C@]1(C2)[C@@H](O)C=2SC=CN2)S(=O)(=O)C2=CC=C(C=C2)C(F)(F)F |&1:20| (R)-(1-(4-fluorophenyl)-6-((4-(trifluoromethyl)phenyl)sulfonyl)-4,4a,5,6,7,8-hexahydro-1H-pyrazolo[3,4-g]isoquinolin-4a-yl)(thiazol-2-yl)-(R/S)-methanol